NC1=NC=CC(=N1)OC1=C(C=C(C=C1)N1C(N(C(C1=O)(C)C)C=1C=NC=C(C1)C(F)(F)F)=O)CC 3-{4-[(2-amino-4-pyrimidinyl)oxy]-3-ethylphenyl}-5,5-dimethyl-1-[5-(trifluoromethyl)-3-pyridinyl]-2,4-imidazolidinedione